1-(4-azidobutyl)-4-bromobenzene N(=[N+]=[N-])CCCCC1=CC=C(C=C1)Br